NC1=CC=CC(=N1)C=1C=C(OC(C(=O)OCC)(C)C)C=CC1 ethyl 2-(3-(6-aminopyridin-2-yl) phenoxy)-2-methylpropionate